N1=C(C=CC=C1)C1=NC2=C(N1)C=CC=C2 2-(pyridinyl)-1H-benzimidazole